N2-(7-bromo-2,2-difluoro-1,3-benzodioxol-5-yl)-N4,6-dimethyl-pyrimidine-2,4-diamine BrC1=CC(=CC2=C1OC(O2)(F)F)NC2=NC(=CC(=N2)NC)C